5-amino-3,6-dihydro-2H-pyran-4-carboxylic acid ethyl ester C(C)OC(=O)C=1CCOCC1N